5-Bromo-2-fluoro-3-methyl-4-(trifluoromethyl)aniline BrC=1C(=C(C(=C(N)C1)F)C)C(F)(F)F